2,5-diethoxy-1,4-benzoquinone C(C)OC=1C(C=C(C(C1)=O)OCC)=O